tert-Butyl 4-((14-hydroxytetradecyl)oxy)benzoate OCCCCCCCCCCCCCCOC1=CC=C(C(=O)OC(C)(C)C)C=C1